2-Amino-4-(3-((S)-3-(tert-butylamino)pyrrolidin-1-yl)-5-fluoro-7,9-dihydrofuro[3,4-f]quinazolin-6-yl)-7-fluorothieno[3,2-c]pyridine-3-carbonitrile NC1=C(C=2C(=NC=C(C2S1)F)C=1C2=C(C=3C=NC(=NC3C1F)N1C[C@H](CC1)NC(C)(C)C)COC2)C#N